N1CCCCC12CN(CCC2)C2=C1C(=NC=C2)N(C=C1C1=NC=CC=C1F)COCC[Si](C)(C)C 2-[[4-(1,8-diazaspiro[5.5]undecan-8-yl)-3-(3-fluoro-2-pyridyl)pyrrolo[2,3-b]pyridin-1-yl]methoxy]ethyl-trimethyl-silane